FC1=CC(=C(C=C1)N1C=C(C=2N=CN=CC21)C2CCN(CC2)C(=O)OC(C)(C)C)C(N(CC)C(C)C)=O tert-butyl 4-(5-(4-fluoro-2-(isopropyl(ethyl) carbamoyl)phenyl)-5H-pyrrolo[3,2-d]pyrimidin-7-yl)piperidine-1-carboxylate